ClCC1=CC(=C2C=C(C(NC2=C1)=O)C)F 7-(chloromethyl)-5-fluoro-3-methyl-1H-quinolin-2-one